O[C@H](C(=O)O)C1=CC=CC=C1.C1(CC1)N1C=C(C(C2=CC(=C(C(=C12)F)C=1C=C2CCN(C2=CC1)CC=1C(=NC(=NC1)N)N)F)=O)C(=O)OCC Ethyl 1-cyclopropyl-7-(1-((2,4-diaminopyrimidin-5-yl)methyl)indolin-5-yl)-6,8-difluoro-4-oxo-1,4-dihydroquinoline-3-carboxylate (S)-2-hydroxy-2-phenylacetate